1-(4-(4-chlorobenzyl)-3,4-dihydroquinoxalin-1(2H)-yl)-2-(piperidin-1-yl)ethan-1-one 7-methylene-3a,4,5,6,7,7a-hexahydro-5-indenyl-acetate C=C1CC(CC2C=CCC12)CC(=O)O.ClC1=CC=C(CN2CCN(C3=CC=CC=C23)C(CN2CCCCC2)=O)C=C1